n-methyl-5-((3-methylazetidin-3-yl)oxy)-7-(trifluoromethyl)thieno[3,2-b]pyridine-3-carboxamide CNC(=O)C1=CSC=2C1=NC(=CC2C(F)(F)F)OC2(CNC2)C